2,N-dicyclohexyl-2-[2-(5-phenyl-thiophen-2-yl)-benzimidazol-1-yl]-acetamide C1(CCCCC1)C(C(=O)NC1CCCCC1)N1C(=NC2=C1C=CC=C2)C=2SC(=CC2)C2=CC=CC=C2